3-Hexanyl-2-methylbutyrate C(CCCCC)C(C(C(=O)[O-])C)C